4-methyl-2-(2-methylprop-1-enyl)-3,6-dihydro-2H-pyran CC=1CC(OCC1)C=C(C)C